C(C#C)OC1=C(C(=O)N)C=C(C(=C1)Cl)[N+](=O)[O-] 2-(propargyloxy)-4-chloro-5-nitrobenzamide